ClC=1C=CC=C2C=CC=C(C12)C=1C=CC2=C(N=C(N=C2N2[C@@H]3CCN([C@@H]3C2)C(C=C)=O)OCC23CCCN3CCC2)N1 1-((1R,5R)-6-(7-(8-chloronaphthalen-1-yl)-2-((tetrahydro-1H-pyrrolizin-7a(5H)-yl)methoxy)pyridino[2,3-d]pyrimidin-4-yl)-2,6-diazabicyclo[3.2.0]hept-2-yl)prop-2-en-1-one